methyltris(methacryloyloxy)cyclopropane CC1(C(C1OC(C(=C)C)=O)OC(C(=C)C)=O)OC(C(=C)C)=O